BrC=1C=C2CCCN(C2=CC1C(F)F)C1=NN(C=2C1=NC(=CC2)C(=O)OC)C2CCOCC2 Methyl 3-[6-bromo-7-(difluoromethyl)-3,4-dihydro-2H-quinolin-1-yl]-1-(oxan-4-yl)pyrazolo[4,3-b]pyridine-5-carboxylate